OC=1C=CC=C2C(=CC=NC12)C=O 8-hydroxyquinoline-4-carbaldehyde